(3-bromopropyl)-trimethyl-ammonium bromide [Br-].BrCCC[N+](C)(C)C